OC1=C(C=C(CO)C=C1Cl)Cl 4-hydroxy-3,5-dichlorobenzyl alcohol